Natrium Oleat C(CCCCCCC\C=C/CCCCCCCC)(=O)[O-].[Na+]